rac-2-(3,5-Dicyanophenyl)-2-(3,3-difluorocyclopentyl)-N-(3-(trifluoromethyl)isoxazol-5-yl)acetamide C(#N)C=1C=C(C=C(C1)C#N)C(C(=O)NC1=CC(=NO1)C(F)(F)F)C1CC(CC1)(F)F